(S)-1-[2-(trifluoromethyl)phenyl]ethanol FC(C1=C(C=CC=C1)[C@H](C)O)(F)F